tert-butyl (2R)-2-({5-[3-(tert-butoxycarbonyl)phenyl]pyridin-2-yl}carbamoyl)pyrrolidine-1-carboxylate C(C)(C)(C)OC(=O)C=1C=C(C=CC1)C=1C=CC(=NC1)NC(=O)[C@@H]1N(CCC1)C(=O)OC(C)(C)C